1-(methoxycarbonyl)-5-(trifluoromethoxy)-1,2,3,4-tetrahydronaphthalene COC(=O)C1CCCC2=C(C=CC=C12)OC(F)(F)F